(R)-(6-((1-ethyl-1H-pyrazol-5-yl)sulfonyl)-1-(4-fluorophenyl)-4,4a,5,6,7,8-hexahydro-1H-pyrazolo[3,4-g]isoquinolin-4a-yl)(4-(trifluoromethyl)pyridin-1-yl)methanone C(C)N1N=CC=C1S(=O)(=O)N1C[C@]2(CC3=C(C=C2CC1)N(N=C3)C3=CC=C(C=C3)F)C(=O)N3CC=C(C=C3)C(F)(F)F